C1(CCC1)C=1N(C(=C(N1)I)I)CCNC(OC(C)(C)C)=O tert-Butyl 2-(2-cyclobutyl-4,5-diiodo-1H-imidazol-1-yl)ethylcarbamate